(R)-2-(benzyloxy)-4-(N-((5-cyclohexylpyrazin-2-yl)methyl)-1-((2,3,5,6-tetrafluorophenyl)sulfonyl)azetidine-2-carboxamido)benzoate C(C1=CC=CC=C1)OC1=C(C(=O)[O-])C=CC(=C1)N(C(=O)[C@@H]1N(CC1)S(=O)(=O)C1=C(C(=CC(=C1F)F)F)F)CC1=NC=C(N=C1)C1CCCCC1